N-((1r,4r)-4-(2-methoxyethoxy)cyclohexyl)-2-methyl-5-(thiazol-5-yl)-1H-benzo[d]imidazole-7-carboxamide COCCOC1CCC(CC1)NC(=O)C1=CC(=CC2=C1NC(=N2)C)C2=CN=CS2